2,4-dimethyl-4,6-dihydro-5H-thiazolo[4',5':4,5]pyrrolo[2,3-d]pyridazin-5-one CC=1SC2=C(C3=C(C(NN=C3)=O)N2C)N1